2-(4-methoxyphenylethoxy)-5-nitropyridine COC1=CC=C(C=C1)CCOC1=NC=C(C=C1)[N+](=O)[O-]